BrC1=CC(=C(C=2C=COC21)OCC2=CC=NC=C2)COC2=C(C=CC=C2)CC(=O)OCC ethyl 2-(2-((7-bromo-4-(pyridin-4-ylmethoxy)benzofuran-5-yl)methoxy)phenyl)acetate